FC(C(=O)O)(F)F.N=1C=CN2C1CN(CC2)C(=O)[C@@H]2CCC(N2)=O (S)-5-(5,6,7,8-tetrahydroimidazo[1,2-a]pyrazine-7-carbonyl)pyrrolidin-2-one trifluoroacetic acid salt